Cl.N1CC(C1)O azetidin-3-ol hydrochloride